(R)-6-(2-(3-chlorophenyl)-2-hydroxyacetyl)-2-(1-(4-methylthiophen-2-yl)cyclopropyl)-5,6,7,8-tetrahydropyrido[4,3-d]pyrimidin-4(3H)-one ClC=1C=C(C=CC1)[C@H](C(=O)N1CC2=C(N=C(NC2=O)C2(CC2)C=2SC=C(C2)C)CC1)O